Cl.NCCNC(C)=O N-(2-aminoethyl)acetamide hydrochloride